FC1=C2C(=CC(=C1)C)N(C=C2C)S(=O)(=O)C2=CC=C(C)C=C2 4-fluoro-3,6-dimethyl-1-(p-toluenesulfonyl)pyrrolo[2,3-b]benzene